C1(CC1)C=1N=NN(C1)[C@H](C(=O)N1[C@@H](C[C@H](C1)O)C(=O)NCC1=NC(=CC=C1)OC1=CC=C(C=C1)F)C(C)(C)C (2S,4R)-1-[(2S)-2-(4-cyclopropyltriazol-1-yl)-3,3-dimethyl-butanoyl]-N-[[6-(4-fluorophenoxy)-2-pyridyl]methyl]-4-hydroxy-pyrrolidine-2-carboxamide